FC([C@@](C(=O)N)(O)CNC1=NC(=NC=C1F)C1=NN(C(=C1)C1=NOC=C1)CC1=C(C=CC=C1)F)(F)F (2R)-3,3,3-trifluoro-2-{[(5-fluoro-2-{1-[(2-fluorophenyl)methyl]-5-(1,2-oxazol-3-yl)-1H-pyrazol-3-yl}pyrimidin-4-yl)amino]methyl}-2-hydroxypropanamide